(R)-N-(2-(6-((1-(2-Hydroxyethyl)piperidin-3-yl)amino)-5-methylpyridazin-3-yl)-5-(trifluoromethyl)phenyl)methanesulfonamide OCCN1C[C@@H](CCC1)NC1=C(C=C(N=N1)C1=C(C=C(C=C1)C(F)(F)F)NS(=O)(=O)C)C